Ethyl 2,2-difluoro-1-(3-methoxy-3-oxopropionamido)cyclopentane-1-carboxylate FC1(C(CCC1)(C(=O)OCC)NC(CC(=O)OC)=O)F